tributylamin C(CCC)N(CCCC)CCCC